phenyl-(m-tolyl)amine C1(=CC=CC=C1)NC=1C=C(C=CC1)C